1-carboxyl-N,N,N-trimethyl-1-pentadecylammonium C(=O)(O)C(CCCCCCCCCCCCCC)[N+](C)(C)C